NC=1N2C(C=3N(C(N(C3N1)CCN1CCN(CC1)C1=C(C=C(C(=O)NCCNC)C=C1)F)=O)C)=CC(=N2)C=2OC=CC2 4-(4-(2-(5-amino-8-(furan-2-yl)-1-methyl-2-oxo-1H-pyrazolo[5,1-i]purin-3(2H)-yl)ethyl)piperazin-1-yl)-3-fluoro-N-(2-(methylamino)ethyl)benzamide